C[C@@H]1O[C@@H](CN(C1)C(=O)C1=C(C(=CC=C1)C1=C2C(=NC=C1)C=C(O2)C=2C=NC(=CC2)S(=O)(=O)C)F)C ((2S,6R)-2,6-dimethylmorpholino)(2-fluoro-3-(2-(6-(methylsulfonyl)pyridin-3-yl)furo[3,2-b]pyridin-7-yl)phenyl)methanone